C(C)C1=C(N=CC(=N1)C(=O)N)N(C)C(C)C 6-ethyl-5-[isopropyl(methyl)amino]pyrazine-2-carboxamide